ClC1=NC(=CC=2C1=NC=CN2)Cl 5,7-dichloropyridino[3,4-b]pyrazine